4-Chloro-7-methoxypyrido[3,2-d]pyrimidine ClC=1C2=C(N=CN1)C=C(C=N2)OC